NC=1SC2=C(N=C(N=C2NC(CO)CC(C)C)S[C@@H](C)C2=CC=CC=C2)N1 2-[(2-amino-5-{[(1S)-1-phenylethyl]thio}[1,3]thiazolo[4,5-d]pyrimidin-7-yl)amino]-4-methylpentan-1-ol